OC1CCC(NC1)=O 5-hydroxyhexahydropyridin-2-one